BrC=1C=NN2C1C=CC(=C2)C2=CC(=CC=C2)OC 3-bromo-6-(3-methoxyphenyl)pyrazolo[1,5-a]pyridine